BIS(2-BUTYLOCTYL) 7-((3-(DIMETHYLAMINO)PROPYL)(3-(DIOCTYLAMINO)-3-OXOPROPYL)AMINO)TRIDECANEDIOATE CN(CCCN(C(CCCCCC(=O)OCC(CCCCCC)CCCC)CCCCCC(=O)OCC(CCCCCC)CCCC)CCC(=O)N(CCCCCCCC)CCCCCCCC)C